3-Aminopyrazolo[1,5-a]pyrimidine-7(4H)-one NC=1C=NN2C1NC=CC2=O